C(OC1=C(C=C(C=C1OC)\C=C/1\C(=C(C2=CC(=CC=C12)F)CC(=O)NCC1=CC=CC=C1)C)OC)(OC1=CC=C(C=C1)[N+](=O)[O-])=O (Z)-4-((3-(2-(benzylamino)-2-oxoethyl)-5-fluoro-2-methyl-1H-inden-1-ylidene)methyl)-2,6-dimethoxyphenyl (4-nitrophenyl) carbonate